tert-butyl (2-(4-(4-fluorobenzyl)piperazin-1-yl)-4-((2-methyl-2H-indazol-5-yl)carbamoyl)thiazol-5-yl)carbamate FC1=CC=C(CN2CCN(CC2)C=2SC(=C(N2)C(NC2=CC3=CN(N=C3C=C2)C)=O)NC(OC(C)(C)C)=O)C=C1